N1=C(C=CC=C1)C(C1=NC=CC=C1)NCC1(NC=CC(=C1)CCN)C(=O)N 2-(bis(2-pyridyl)methylamino)methyl-4-(2-aminoethyl)pyridinecarboxamide